2-(4-bromo-1-methyl-1H-pyrazol-5-yl)pyridine 1-oxide BrC=1C=NN(C1C1=[N+](C=CC=C1)[O-])C